BrC1=CC=2C(=NC=3CCN(CC3C2Cl)C(=O)OC(C)(C)C)C=C1 Tert-Butyl 8-bromo-10-chloro-3,4-dihydrobenzo[b][1,6]naphthyridine-2(1H)-carboxylate